[Br-].C(C1=CC=CC=C1)(C1=CC=CC=C1)C1=NC=CC=C1 benzhydrylpyridine bromide